N-(3-(5-methyl-2-(4-morpholinophenylamino)-5H-pyrrolo[3,2-d]pyrimidin-7-yl)phenyl)methanesulfonamide CN1C=C(C=2N=C(N=CC21)NC2=CC=C(C=C2)N2CCOCC2)C=2C=C(C=CC2)NS(=O)(=O)C